C(CCCCCCC\C=C/CCCCCCCC)C(CN(CCN1CCNCC1)CCCCCCCC\C=C/CCCCCCCC)NCCCCCCCC\C=C/CCCCCCCC 1,N1,N2-Tri((Z)-octadec-9-en-1-yl)-N2-(2-(piperazin-1-yl)ethyl)ethane-1,2-diamine